6-(4-(cyclopentyloxy)pyrrolo[2,1-f][1,2,4]triazin-5-yl)-1-cyclopropyl-2-methylimidazo[4,5-b]pyridine C1(CCCC1)OC1=NC=NN2C1=C(C=C2)C=2C=C1C(=NC2)N=C(N1C1CC1)C